ClC1=C(C=CC=C1NC1=CC=2N(C=C1)N=CC2)[C@@]2(CC(N(C(N2)=N)C2CCOCC2)=O)C (6S)-6-[2-Chloro-3-(pyrazolo-[1,5-a]pyridin-5-ylamino)-phenyl]-2-imino-6-methyl-3-(tetrahydropyran-4-yl)-hexahydropyrimidin-4-one